7-(3-hydroxy-3-methyl-cyclobutyl)imidazo[4,5-c]pyridazin OC1(CC(C1)N1C=NC2=C1N=NC=C2)C